CN(C1=C(C(=O)NC2=CC=C(C=C2)N2C3=C(NC(CC2=O)=O)C2=CC=CC=C2C=C3)C=CC=C1)C 5-[4-[(2-dimethylaminobenzoyl)amino]phenyl]-1H-naphtho[1,2-b][1,4]diazepine-2,4(3H,5h)-dione